2,6-bis(2-pyridyl)pyridine N1=C(C=CC=C1)C1=NC(=CC=C1)C1=NC=CC=C1